CC=1C(=CC=C2C(NC(=NC12)CSC1CCOCC1)=O)NC1=CC=CC=C1 8-Methyl-7-(phenylamino)-2-(((tetrahydro-2H-pyran-4-yl)thio)methyl)quinazolin-4(3H)-one